COC=1C=C(C=CC1OC)C(C)(O)Br 3,4-dimethoxybromophenyl-ethanol